6-chloro-2-(difluoro-methyl)-3-fluoropyridine ClC1=CC=C(C(=N1)C(F)F)F